COC=1N=C2C(=CC=NC2=CC1OC)OC1=C(C=C(C=C1)NC(=O)C=1C=NC(=C(C1O)C=1SC=CC1C)C)F N-[4-[(6,7-Dimethoxy-1,5-naphthyridin-4-yl)oxy]-3-fluoro-phenyl]-4-hydroxy-6-methyl-5-(3-methyl-2-thienyl)pyridine-3-carboxamide